2-((4-(7H-pyrrolo[2,3-d]pyrimidin-4-yl)-3,4-dihydro-2H-1,4-thiazine-6-carboxamido)(phenyl)methyl)-4-methoxypyrrolidine-1-carboxylate N1=CN=C(C2=C1NC=C2)N2CCSC(=C2)C(=O)NC(C2N(CC(C2)OC)C(=O)[O-])C2=CC=CC=C2